tert-butyl (2R,5S)-4-[2-[(6-amino-5-cyclopropyl-3-pyridyl)amino]-2-oxo-acetyl]-5-(4-fluorophenyl)-2-methyl-piperazine-1-carboxylate NC1=C(C=C(C=N1)NC(C(=O)N1C[C@H](N(C[C@@H]1C1=CC=C(C=C1)F)C(=O)OC(C)(C)C)C)=O)C1CC1